C1(CC1)C1=NNC(=C1)NC1=CC2=C(C(=NO2)NS(=O)(=O)C2=C(C=C(C=C2OC)N2C(CCC2)=O)OC)C=C1OC N-{6-[(3-cyclopropyl-1H-pyrazol-5-yl)amino]-5-methoxy-1,2-benzoxazol-3-yl}-2,6-dimethoxy-4-(2-oxopyrrolidin-1-yl)benzene-1-sulfonamide